1,3-bis(2-pyridyl)propane-1,3-dione N1=C(C=CC=C1)C(CC(=O)C1=NC=CC=C1)=O